[Si](C1=CC=CC=C1)(C1=CC=CC=C1)(C(C)(C)C)OCC(CN1[C@@H](C=2C=C3C(=CC2C[C@H]1C)OCO3)C3=CC=C(C=C3)NC3CNCC3)(F)F N-(4-((5R,7R)-6-(3-((tert-butyldiphenylsilyl)oxy)-2,2-difluoropropyl)-7-methyl-5,6,7,8-tetrahydro-[1,3]dioxolo[4,5-g]isoquinolin-5-yl)phenyl)pyrrolidin-3-amine